BrC1=CC(=C(C=C1)N[C@@H](CCC(=O)OC(C)(C)C)C(=O)OC(C)(C)C)[N+](=O)[O-] di-tert-butyl (4-bromo-2-nitrophenyl)-L-glutamate